O1-tert-butyl O2-(7,7-dimethyl-8-oxo-8-undecoxy-octyl) (2S,4S)-4-hydroxypyrrolidine-1,2-dicarboxylate O[C@H]1C[C@H](N(C1)C(=O)OC(C)(C)C)C(=O)OCCCCCCC(C(OCCCCCCCCCCC)=O)(C)C